5-{2-acetamidoimidazo[1,2-b]pyridazin-6-yl}-N-{[3-fluoro-5-(trifluoromethyl)phenyl]methyl}-2-methoxy-6-methylpyridine-3-carboxamide C(C)(=O)NC=1N=C2N(N=C(C=C2)C=2C=C(C(=NC2C)OC)C(=O)NCC2=CC(=CC(=C2)C(F)(F)F)F)C1